N-(4-(2-(5-(pentyloxy)pentyl)hydrazine-1-carbonyl)benzyl)oxazole-4-carboxamide C(CCCC)OCCCCCNNC(=O)C1=CC=C(CNC(=O)C=2N=COC2)C=C1